N(=NC(=O)[O-])C(=O)[O-].[Ba+2] barium azocarboxylate